tert-butyl (S)-3-((1-(7,8-dichloro-4-(4-methyl-1H-imidazol-1-yl)quinolin-2-yl)pyrrolidin-2-yl)methoxy)propanoate ClC1=CC=C2C(=CC(=NC2=C1Cl)N1[C@@H](CCC1)COCCC(=O)OC(C)(C)C)N1C=NC(=C1)C